C(=O)(OC(C)(C)C)C1OC=CC=C1 Boc-oxainine